2-(6-(1-((1R,2R,3R,5S)-2-fluoro-7-methyl-9-azabicyclo[3.3.1]nonan-3-yl)vinyl)-1,2,4-triazin-3-yl)-5-(1H-imidazol-1-yl)phenol F[C@H]1[C@H]2CC(C[C@@H](C[C@@H]1C(=C)C1=CN=C(N=N1)C1=C(C=C(C=C1)N1C=NC=C1)O)N2)C